(S)-N4-(tert-butyl)-2-(5-methylisoxazole-3-carboxamido)-N1-((S)-4-((naphthalen-1-ylmethyl)amino)-4-oxobutan-2-yl)succinamide C(C)(C)(C)NC(C[C@@H](C(=O)N[C@@H](C)CC(=O)NCC1=CC=CC2=CC=CC=C12)NC(=O)C1=NOC(=C1)C)=O